FC1=C(C(=O)C2=CC=C(C(=O)N[C@@H]3CNC[C@H]3NC(CC=3C=NC=CC3)=O)C=C2)C(=CC=C1OC)O 4-(2-fluoro-6-hydroxy-3-methoxybenzoyl)-N-[(3R,4R)-4-[2-(pyridin-3-yl)acetamido]pyrrolidin-3-yl]benzamide